C1(CC1)N(C(=O)C=1C(=NNC1F)C(F)F)CC1=C(C=CC=C1C(C)C)F N-cyclopropyl-3-(difluoromethyl)-5-fluoro-N-(2-fluoro-6-isopropylbenzyl)-1H-pyrazole-4-carboxamide